CC1=C(C=C(C=C1)C)C=1C=CC=C2C(=CC(=NC12)C=NC1=C(C(=CC=C1)C1=CC=CC=C1)O)C1=CC=C(C=C1)C 3-(((8-(2,5-dimethylphenyl)-4-(p-tolyl)quinolin-2-yl)methylene)amino)-[1,1'-biphenyl]-2-ol